ethyl 5-(tert-butyl)-1,2,4-oxadiazole-3-carboxylate Ethyl-(Z)-2-amino-2-((pivaloyloxy)imino)acetate C(C)OC(/C(=N/OC(C(C)(C)C)=O)/N)=O.C(C)(C)(C)C1=NC(=NO1)C(=O)OCC